N1=C(C=CC=C1)C=1C=NNC1 monopyridylpyrazole